C1=NC=C(C2=CC=CC=C12)N1C(N(C[C@H]1C#N)C1=NC=C(N=C1)C(F)(F)F)=O (S)-3-(isoquinolin-4-yl)-2-oxo-1-(5-(trifluoromethyl)pyrazin-2-yl)imidazolidine-4-carbonitrile